1,3-dimethyl-5-((3-methyl-4-(4-methylpiperidin-1-yl)phenyl)amino)-1,3-dihydro-2H-benzo[d]imidazol-2-one CN1C(N(C2=C1C=CC(=C2)NC2=CC(=C(C=C2)N2CCC(CC2)C)C)C)=O